C(C1=CC=CC=C1)(C1=CC=CC=C1)=NO benzophenon oxime